[Pt].[As] arsenic-platinum